N'-[(3R,4S)-1-{5-[5-chloro-3-(2,6-difluorophenyl)pyridin-2-yl]-4,5-dihydro-1,2-oxazol-3-yl}-4-fluoropyrrolidin-3-yl]-N,N-dimethylsulfuric diamide ClC=1C=C(C(=NC1)C1CC(=NO1)N1C[C@H]([C@H](C1)F)NS(N(C)C)(=O)=O)C1=C(C=CC=C1F)F